FC1=C2C(=C(C=3N=CNC31)F)CC(C2)C(=O)OCC ethyl 4,8-difluoro-3,5,6,7-tetrahydrocyclopenta[f]benzimidazole-6-carboxylate